C(#N)C=1C=NN2C1C(=CC(=C2)OCC(C)(C)O)C=2C=CC(=NC2)N2C[C@@H]1C([C@@H]1C2)NC(CC=2C=NC(=CC2)OC)=O N-((1R,5S,6s)-3-(5-(3-cyano-6-(2-hydroxy-2-methylpropyloxy)pyrazolo[1,5-a]pyridin-4-yl)pyridin-2-yl)-3-azabicyclo[3.1.0]hexan-6-yl)-2-(6-methoxypyridin-3-yl)acetamide